C(CCCCCCCCCCCCCCCCC)[NH+](C)C octadecyl-dimethylammonium